NC1=NC=CC=C1C1=NC=2C(=NC(=CC2)C2=CC=C(C=C2)OC)N1C1=CC=C(CN2CCC(CC2)NC2=NC(=NC=C2)C#N)C=C1 4-((1-(4-(2-(2-Aminopyridin-3-yl)-5-(4-methoxyphenyl)-3H-imidazo[4,5-b]pyridin-3-yl)benzyl)piperidin-4-yl)amino)pyrimidine-2-carbonitrile